1-(2-(Dimethylamino)phenyl)ethan-1-one CN(C1=C(C=CC=C1)C(C)=O)C